ClC1=CC(=C(COC2=NC=CC(=N2)C2=CC(=C(C=3CCOC32)CC3=NC2=C(N3C[C@H]3OCC3)C=C(C=C2OCC)C(=O)O)F)C=C1)F (S)-2-((7-(2-((4-chloro-2-fluorobenzyl)oxy)pyrimidin-4-yl)-5-fluoro-2,3-dihydrobenzofuran-4-yl)methyl)-4-ethoxy-1-(oxetane-2-ylmethyl)-1H-benzo[d]imidazole-6-carboxylic acid